NC/C(/CN1N=CN(C1=O)CC=1SC2=C(C1)C=C(C=C2)C2=CC=C(C=C2)N2CCNCC2)=C\F 2-[(2E)-2-(aminomethyl)-3-fluoroprop-2-en-1-yl]-4-({5-[4-(piperazin-1-yl)phenyl]-1-benzothien-2-yl}methyl)-2,4-dihydro-3H-1,2,4-triazol-3-one